3-Phenylpropyl-2-(4-hydroxy-3-methoxy-phenyl)acetat C1(=CC=CC=C1)CCCOC(CC1=CC(=C(C=C1)O)OC)=O